(chloromethyl)-N,N-dimethylbenzamide ClCC1=C(C(=O)N(C)C)C=CC=C1